FC1=NC=CC=C1C(=O)C1(CCN(CC1)C(=O)OC(C)(C)C)O Tert-butyl 4-(2-fluoropyridine-3-carbonyl)-4-hydroxypiperidine-1-carboxylate